(cis)-tert-butyl-octahydropyrrolo[3,2-b]pyridine-1-carboxylate C(C)(C)(C)OC(=O)N1CC[C@H]2NCCC[C@H]21